C(C)(C)(C)OC(=O)N[C@H](C(=O)N1[C@@H]([C@@H](CC1)OC)C(=O)OC)C(C)(C)C methyl (2S,3R)-1-[(2S)-2-(tert-butoxycarbonylamino)-3,3-dimethyl-butanoyl]-3-methoxy-pyrrolidine-2-carboxylate